C[C@@H]1N(CC1)C=1N=C(C2=C(N1)CCC2)C=2C=C(C=C(C(=O)N)C2)C(=O)N (S)-5-(2-(2-methylazetidin-1-yl)-6,7-dihydro-5H-cyclopenta[d]pyrimidin-4-yl)isophthalamide